C1(=CC=CC=C1)SC1=CC=C(C=C1)CCCC 1-(4-phenylthiophenyl)-butan